3-[8-fluoro-5-(4-fluoro-3-methoxy-phenyl)-6-(1-hydroxy-1-methyl-ethyl)-1H-pyrrolo[2,3-f]indazol-7-yl]propanoic acid FC=1C2=C(C=C3C=NNC13)N(C(=C2CCC(=O)O)C(C)(C)O)C2=CC(=C(C=C2)F)OC